sodium diisobutylnaphthalenylsulfonate C(C(C)C)C=1C(=C(C2=CC=CC=C2C1)S(=O)(=O)[O-])CC(C)C.[Na+]